C(C)NC([C@H](N)CS)=O D-cysteine ethyl amide